(3R)-1-methyl-3-(prop-2-ynyloxy)tetrahydropyrrole 3,5-dimethylhexyl-Acetate CC(CCOC(C)=O)CC(C)C.CN1C[C@@H](CC1)OCC#C